N1(C=NC=C1)CC(CC1=CC=CC=C1)NC(\C=C\C1=NC2=CC=CC=C2C=C1)=O (E)-N-(1-(1H-imidazol-1-yl)-3-phenylpropan-2-yl)-3-(quinolin-2-yl)acrylamide